C(CC)OC(CNC(CCl)=O)=O N-chloroacetyl-glycine propyl ester